2-(1-(2-methoxyethyl)-5-(quinolin-6-yl)-1H-indol-3-yl)acetic acid COCCN1C=C(C2=CC(=CC=C12)C=1C=C2C=CC=NC2=CC1)CC(=O)O